ClC=1C=C(C=NC1)C1CN(C1)[C@@H]1[C@@H](CCCC1)OC=1C=C2CN(C(C2=CC1)=O)C1C(NC(CC1)=O)=O 3-(5-(((1R,2S)-2-(3-(5-chloropyridin-3-yl)azetidin-1-yl)cyclohexyl)oxy)-1-oxoisoindolin-2-yl)piperidine-2,6-dione